N1(CCCC1)NC(=S)[S-].[NH4+] ammonium pyrrolidine-dithiocarbamate